4-hydroxyphenylpropionate OC1=CC=C(C=C1)OC(CC)=O